C1CC12CCN(CC2)C2=C(C=CC(=C2)Br)C(=O)NC=2C=C1C=CC(=NC1=C(C2F)N2CCC(CC2)(F)F)OC [2-(6-azaspiro[2.5]oct-6-yl)-4-bromophenyl]-N-[8-(4,4-difluoropiperidinyl)-7-fluoro-2-methoxy(6-quinolinyl)]carboxamide